ClC1=C2C(=CN=C1)NC(=C2)C(=O)O 4-chloro-1H-pyrrolo[2,3-c]Pyridine-2-carboxylic acid